(3R)-3-[(8-methoxy-4-quinolyl)amino]Pyrrolidine COC=1C=CC=C2C(=CC=NC12)N[C@H]1CNCC1